Ethyl-(2R)-2-aminopropanoic acid hydrochloride Cl.C(C)[C@@](C(=O)O)(C)N